3,4-DICHLORO-N-(2-CYANOPHENYL)-5-ISOTHIAZOLECARBOXAMIDE ClC1=NSC(=C1Cl)C(=O)NC1=C(C=CC=C1)C#N